4-bromo-2-(6-morpholinopyridin-3-yl)-1H-indole-7-carboxamide BrC1=C2C=C(NC2=C(C=C1)C(=O)N)C=1C=NC(=CC1)N1CCOCC1